[1,3-bis(2,4,4-trimethylpentan-2-yl)-2,3-dihydro-1H-imidazol-2-ylidene]palladium(II) dichloride CC(C)(CC(C)(C)C)N1C(N(C=C1)C(C)(CC(C)(C)C)C)=[Pd-2](Cl)Cl